O=C1N(C=CC=C1)C1CCN(CC1)C1=NC=NC2=CC=C(C=C12)C1=CN(C2=NC=CC=C21)C(=O)OC(C)(C)C tert-butyl 3-(4-(4-(2-oxopyridin-1(2H)-yl)piperidin-1-yl)quinazolin-6-yl)-1H-pyrrolo[2,3-b]pyridine-1-carboxylate